OCCOC1=C(C=C(C=C1C1=CC=CC2=CC=CC=C12)C(C)(C)C1=CC(=C(OCCO)C(=C1)C1=CC=CC2=CC=CC=C12)C1=CC=CC2=CC=CC=C12)C1=CC=CC2=CC=CC=C12 2-[4-[1-[4-(2-hydroxyethoxy)-3,5-bis(naphthalen-1-yl)phenyl]-1-methyl-ethyl]-2,6-bis(naphthalen-1-yl)phenoxy]ethanol